N-(3,3-difluoro-1-methylcyclobutyl)-3-(5''-(methylsulfonamido)dispiro[cyclopropane-1,1'-cyclohexane-4',3''-indoline]-1''-carbonyl)benzenesulfonamide FC1(CC(C1)(C)NS(=O)(=O)C1=CC(=CC=C1)C(=O)N1CC2(C3=CC(=CC=C13)NS(=O)(=O)C)CCC1(CC2)CC1)F